3-(1-((1r,4r,5s)-2-azabicyclo[2.1.1]hex-5-yl)-8-(2-cyanoethyl)-4-ethoxy-6-fluoro-7-(3-hydroxynaphthalen-1-yl)-1H-pyrrolo[3,2-c]quinolin-2-yl)-N,N-dimethylpropanamide [C@H]12NC[C@H]([C@@H]1N1C(=CC=3C(=NC=4C(=C(C(=CC4C31)CCC#N)C3=CC(=CC1=CC=CC=C31)O)F)OCC)CCC(=O)N(C)C)C2